3,7-di-methyl-2,6-octadienenitrile CC(=CC#N)CCC=C(C)C